4-methylphenyl-4-(2-methylpropyl)phenyliodonium tetrafluoroborate F[B-](F)(F)F.CC1=CC=C(C=C1)[I+]C1=CC=C(C=C1)CC(C)C